2-(azetidin-3-ylmethyl)-5-((1S,5R)-5-(trifluoromethyl)-3-(8-(trifluoromethyl)quinolin-5-yl)-3-azabicyclo[3.1.0]hexan-1-yl)-1,3,4-oxadiazole N1CC(C1)CC=1OC(=NN1)[C@@]12CN(C[C@]2(C1)C(F)(F)F)C1=C2C=CC=NC2=C(C=C1)C(F)(F)F